ClC1=CC(=C2N1C=NC(=C2)C(=O)OCC)C2=NC(=CC(=C2)C)[C@]2(COCC2)OC ethyl (R)-7-chloro-5-(6-(3-methoxytetrahydrofuran-3-yl)-4-methylpyridin-2-yl)pyrrolo[1,2-c]pyrimidine-3-carboxylate